ClC1=CC=C2C(NC(N(C2=C1)C1=CC(=CC=C1)C(F)F)=O)=O 7-chloro-1-(3-difluoromethylphenyl)-quinazoline-2,4(1H,3H)-dione